HEXYLBENZENE C(CCCCC)C1=CC=CC=C1